4-(1-(2,2-difluoroethyl)-3-(5-fluoropyridin-2-yl)-1H-pyrazol-4-yl)-6-methyl-1H-Pyrazolo[3,4-b]Pyridine FC(CN1N=C(C(=C1)C1=C2C(=NC(=C1)C)NN=C2)C2=NC=C(C=C2)F)F